(S)-4-((6-fluoropyridin-2-yl)methyl)-N-(8-((3-hydroxyoxetan-3-yl)ethynyl)-1-methyl-2-oxo-2,3,4,5-tetrahydro-1H-benzo[b]azepin-3-yl)-1H-pyrazole-1-carboxamide FC1=CC=CC(=N1)CC=1C=NN(C1)C(=O)N[C@H]1CCC2=C(N(C1=O)C)C=C(C=C2)C#CC2(COC2)O